[Br-].C(OC)(OC)=O dimethyl carbonate bromide